O=C[C@H](CCCC)NC(OC(C)(C)C)=O tert-butyl (S)-(1-oxohexan-2-yl)carbamate